2,4-dimethyl-4-octanol CC(C)CC(CCCC)(O)C